N-(beta-hydroxypropyl)-p-phenylenediamine OC(CNC1=CC=C(C=C1)N)C